ClC1=CC=C(COCC(CI)=O)C=C1 1-((4-chlorobenzyl)oxy)-3-iodopropan-2-one